COCC(=N)N 2-methoxyacetamidine